(S)-N-(3-(1-((1-cyclobutyl-1H-pyrazolo[3,4-b]pyrazin-6-yl)amino)ethyl)phenyl)-5-methylnicotinamide C1(CCC1)N1N=CC=2C1=NC(=CN2)N[C@@H](C)C=2C=C(C=CC2)NC(C2=CN=CC(=C2)C)=O